C(C)OC(=O)N([C@@H](C)C(=O)OCC)CC(C)C ethyl N-(ethoxycarbonyl)-N-isobutylalaninate